ClC=1C=C(C=CC1)C(CNC)N1C(C=C(C=C1)C=1C=C2C(=NNC2=CC1)C=1C=NN(C1)C)=O 1-(1-(3-chlorophenyl)-2-(methylamino)ethyl)-4-(3-(1-methyl-1H-pyrazol-4-yl)-1H-indazol-5-yl)pyridin-2(1H)-one